O=C1NC(CCC1N1C(C2=CC=CC(=C2C1)NCCCCCC(=O)O)=O)=O 6-((2-(2,6-dioxopiperidin-3-yl)-1-oxoisoindoline-4-yl)amino)hexanoic acid